2-Methyl-1,2-oxaphospholan-one 2-oxide CP1(OCCC1=O)=O